C1(CC1)C(C(=O)N)NC1=C(C=CC=C1)S(NC1=CC=CC=C1)(=O)=O cyclopropyl-2-{[2-(phenylsulfamoyl)phenyl]amino}acetamide